CSC=1C2=C(N=CN1)NC(C(=C2)C2(CC2)C#N)=O 1-(4-(methylthio)-7-oxo-7,8-dihydropyrido[2,3-d]pyrimidin-6-yl)cyclopropane-1-carbonitrile